ClC1(C[Si](C1)=[Zr](C1C(=CC2=C(C(=C(C=C12)C)C)C1=CC2=CC=CC=C2C=C1)C=1OC(=CC1)C)C1C(=CC2=C(C(=C(C=C12)C)C)C1=CC2=CC=CC=C2C=C1)C=1OC(=CC1)C)Cl Dichlorosilacyclobutylidenebis[2-(5-methyl-2-furyl)-4-(2-naphthyl)-5,6-dimethyl-1-indenyl]zirconium